8-oxo-pentadecanedioic acid 1-(heptadecane-9-yl) 15-(8-methylnonyl) ester CC(CCCCCCCOC(CCCCCCC(CCCCCCC(=O)OC(CCCCCCCC)CCCCCCCC)=O)=O)C